NC=1C(=NC=CC1)C 3-aminopicolin